C1=C2C=CC34C=COC3C=CC=C4C2=CC=C1 naphtho[2,1-D]benzofuran